CN1[C@@H]([C@H](CCC1)C1=CC=2C(=NC=C(C2NC=2C=CC3=C(N=CS3)C2F)F)S1)C N-(2-((2R,3S)-1,2-dimethylpiperidin-3-yl)-5-fluorothieno[2,3-b]pyridin-4-yl)-4-fluorobenzo[d]thiazol-5-amine